(6-(tert-butoxy)hexyl)methyldichlorosilane C(C)(C)(C)OCCCCCC[Si](Cl)(Cl)C